5-((4-amino-1H-1,2,3-triazol-1-yl)methyl)-4-methylpyrimidine NC=1N=NN(C1)CC=1C(=NC=NC1)C